C(C)OC1=C(C=C(C=C1)CC)[C@@]1(OCCC1)C(=O)NS(=O)(=O)C=1C=2C=CC(=NC2C=CC1)C (2R)-2-(2-ethoxy-5-ethylphenyl)-N-(2-methylquinoline-5-sulfonyl)oxolane-2-carboxamide